[N+](=O)([O-])CCC(=O)SCC1=CC=C(C(=O)NCC)C=C1 2-(4-(((3-nitropropionyl)thio)methyl)benzoylamino)ethane